5-(benzyloxy)-1-(6,7-difluoroindeno[1,2-a]inden-4b(9H)-yl)-3-((tetrahydro-2H-pyran-4-yl)methyl)-2,3-dihydro-1H-pyrido[2,1-f][1,2,4]triazine-4,6-dione C(C1=CC=CC=C1)OC=1C(C=CN2N(CN(C(C21)=O)CC2CCOCC2)C21C(=CC3=CC=CC=C23)CC=2C=C(C(=CC21)F)F)=O